methyl 2,2-dimethyl-3-oxobutanoate CC(C(=O)OC)(C(C)=O)C